F[C@@H]1[C@@H](CN(C1)C1=NOC(C1)(C1=NC=C(C=C1C1=C(C=C(C=C1F)F)F)F)CF)NS(=O)(=O)C N-[(3R,4S)-4-fluoro-1-{5-(fluoromethyl)-5-[5-fluoro-3-(2,4,6-trifluorophenyl)pyridin-2-yl]-4,5-dihydro-1,2-oxazol-3-yl}pyrrolidin-3-yl]methanesulfonamide